CN(C1=C(C(=O)N)C=C(C=C1)[N+](=O)[O-])C 2-(dimethylamino)-5-nitrobenzamide